COC(=O)C1=CC=C(C=C1)C1N[C@H](CC2=CC=CC=C12)C(=O)OC methyl (3R)-1-(4-(methoxycarbonyl)phenyl)-1,2,3,4-tetrahydroisoquinoline-3-carboxylate